NC(C(=O)NCCOC(CN1C(=NC=2C(=NC=3C=CC=CC3C21)N)COCC)(C)C)(C)C 2-amino-N-(2-((1-(4-amino-2-(ethoxymethyl)-1H-imidazo[4,5-c]quinolin-1-yl)-2-methylpropan-2-yl)oxy)ethyl)-2-methylpropanamide